C(C)(=O)OC[C@@H](NC([C@@H](NC(C1=CC=C(C=C1)F)=O)CC1=CC=C(C=C1)F)=O)CC1=CC=C(C=C1)F N-(N-p-fluorobenzoyl-L-p-fluorophenylalanyl)-L-p-fluorophenylalaninol acetate